tert-butyl-(4S)-4-isobutyl-4-methyl-2,2-dioxolidine C(C)(C)(C)C1OC[C@@](C1)(C)CC(C)C